CN(CCCN)C 3-dimethylamino-propylamine